acrylic acid dimethyladamantanyl ester CC1(C2(CC3CC(CC1C3)C2)OC(C=C)=O)C